ClC1=NN2C(N=CC3=C2[C@](C[C@H]3C(=O)NC=3C=NC(=C(C3)Cl)N3N=CC=N3)(C3=NN(C=C3)C)C)=C1 (6R,8S)-2-chloro-N-(5-chloro-6-(2H-1,2,3-triazol-2-yl)pyridin-3-yl)-8-methyl-8-(1-methyl-1H-pyrazol-3-yl)-7,8-dihydro-6H-cyclopenta[e]pyrazolo[1,5-a]pyrimidine-6-carboxamide